ClC1=C(C=CC(=C1)C1=NNC2=NC=C(C=C21)C=2C=CC1=C(CCC(CC1)(N1[C@@H](CCC1)C)C)C2)S(=O)(=O)N 2-Chloro-4-(5-(7-methyl-7-((R)-2-methylpyrrolidin-1-yl)-6,7,8,9-tetrahydro-5H-benzo[7]annulen-2-yl)-1H-pyrazolo[3,4-b]pyridin-3-yl)benzenesulfonamide